[2H]C1C(CC2=CC=CC=C12)(C1=CC=CC=C1)[2H] 1,2-dideutero-2-phenyl-2,3-dihydro-1H-indene